C1(CC1)CN1C(=CC2=CC=C(C=C12)C=O)C1=NC=2C=C(C=C3OCCN1C23)C(=O)N2C[C@@H](CCC2)NC(OC(C)(C)C)=O tert-butyl (R)-(1-(2-(1-(cyclopropylmethyl)-6-formyl-1H-indol-2-yl)-3,4-dihydro-5-oxa-1,2a-diazaacenaphthylene-7-carbonyl)piperidin-3-yl)carbamate